tert-butyl 4-(2-methyl-7-oxo-8-((3-(trifluoromethyl)pyrazin-2-yl)methyl)-7,8-dihydropyrido[2,3-d]pyrimidin-6-yl)piperidine-1-carboxylate CC=1N=CC2=C(N1)N(C(C(=C2)C2CCN(CC2)C(=O)OC(C)(C)C)=O)CC2=NC=CN=C2C(F)(F)F